4-benzylamino-2-[[1-(2-methyloxyethyl)-1H-pyrazol-4-yl]amino]pyrimidin C(C1=CC=CC=C1)NC1=NC(=NC=C1)NC=1C=NN(C1)CCOC